C(C=C)OC=1C=C(C=CC1OC)NC1=NC=C(C(=N1)Cl)C(F)(F)F N-(3-(allyloxy)-4-methoxyphenyl)-4-chloro-5-(trifluoromethyl)pyrimidin-2-amine